N-(6-(4-(2-amino-2-oxoethyl)piperazin-1-yl)-2-(2-hydroxypropan-2-yl)-2-methyl-2,3-dihydrobenzofuran-5-yl)pyrazolo[1,5-a]pyrimidine-3-carboxamide NC(CN1CCN(CC1)C1=CC2=C(CC(O2)(C)C(C)(C)O)C=C1NC(=O)C=1C=NN2C1N=CC=C2)=O